[Si].[Ca].[Ca].[Ca] tri-calcium-silicon